FC=1C(=NC(=NC1)NC1=CC(=C2C=NNC2=C1)CO)C1=CNC2=C(C=CC=C12)NC([C@@H](COC)N1CCN(CC1)C)=O (R)-N-(3-(5-fluoro-2-((4-(hydroxymethyl)-1H-indazol-6-yl)amino)pyrimidin-4-yl)-1H-indol-7-yl)-3-methoxy-2-(4-methylpiperazin-1-yl)propanamide